N-(3-cyano-4-methyl-1H-indol-7-yl)-1-(2-fluoroethyl)pyrazole-4-sulfonamide C(#N)C1=CNC2=C(C=CC(=C12)C)NS(=O)(=O)C=1C=NN(C1)CCF